NC=1C(=C(C=CC1)C=1N=C(SC1C1=NC(=NC=C1)NC1CC2(CS(C2)(=O)=O)C1)N1C2CN(CC1CC2)C)F 6-((4-(4-(3-amino-2-fluorophenyl)-2-(3-methyl-3,8-diazabicyclo[3.2.1]octan-8-yl)thiazol-5-yl)pyrimidin-2-yl)amino)-2-thiaspiro-[3.3]heptane 2,2-dioxide